FC(C1=CC=C(O1)CN1C=CC2=CC=CC=C12)(F)F ((5-(trifluoromethyl)furan-2-yl)methyl)-1H-indol